CN1C(=NC=2C1=NC(=CC2N2CCOCC2)N2N=C(C=C2)C=2C=C(C=CC2)C)CN2CCOCC2 4-(3-methyl-2-(morpholinomethyl)-5-(3-(m-tolyl)-1H-pyrazol-1-yl)-3H-imidazo[4,5-b]pyridin-7-yl)morpholine